CNCCSC(C1=CC=CC=C1)(C1=CC=CC=C1)C1=CC=CC=C1 N-methyl-2-(tritylthio)ethan-1-amine